8-(2,5-difluoro-4-methylbenzyl)-[1,2,4]triazolo[1,5-a]pyrazine-6-carbonitrile FC1=C(CC=2C=3N(C=C(N2)C#N)N=CN3)C=C(C(=C1)C)F